1,3-O-dinonanoyl-sorbitol C(CCCCCCCC)(=O)C(O)[C@H](O)[C@@H](OC(CCCCCCCC)=O)[C@H](O)[C@H](O)CO